2-fluoro-4-(4-((3-methylazetidin-3-yl)methoxy)-1H-pyrazolo[3,4-d]pyrimidin-6-yl)phenol FC1=C(C=CC(=C1)C1=NC(=C2C(=N1)NN=C2)OCC2(CNC2)C)O